2-amino-5-(4-((1-phenylethyl)amino)-quinazolin-6-yl)-nicotinonitrile NC1=C(C#N)C=C(C=N1)C=1C=C2C(=NC=NC2=CC1)NC(C)C1=CC=CC=C1